benzyl ((4-nitrophenoxy)(phenoxy)phosphoryl)-L-alaninate [N+](=O)([O-])C1=CC=C(OP(=O)(OC2=CC=CC=C2)N[C@@H](C)C(=O)OCC2=CC=CC=C2)C=C1